2-(4-Methoxypyrimidin-2-yl)-5-{[2-(1H-1,2,4-triazol-5-yl)phenyl]carbonyl}octahydropyrrolo[3,4-c]pyrrole COC1=NC(=NC=C1)N1CC2CN(CC2C1)C(=O)C1=C(C=CC=C1)C1=NC=NN1